Undecane-11-ol CCCCCCCCCCCO